Ethyl (2S,5S)-4-benzyl-2,3,4,5-tetrahydro-2,5-methanobenzo[f][1,4]oxazepine-8-carboxylate C(C1=CC=CC=C1)N1C[C@H]2OC3=C([C@@H]1C2)C=CC(=C3)C(=O)OCC